FC1=C(C=C(C=C1)F)[C@@H]1N(OCC1)C1=CC(=NC=N1)NC1=CC(=C(C=C1)N1CCC(CC1)N1CCN(CC1)C)C (R)-6-(3-(2,5-difluorophenyl)isoxazolidin-2-yl)-N-(3-methyl-4-(4-(4-methylpiperazin-1-yl)piperidin-1-yl)phenyl)pyrimidin-4-amine